C[C@@H](CC[C@@H]1[C@@]2(C)CCCC(C)(C)[C@@H]2CC[C@@]1(C)O)CC(=O)O labdanic acid